tert-Butyl 4-{[(3-{[2-(4-methoxyphenyl)quinolin-4-yl]amino}propyl)(methyl)amino]methyl}piperidine-1-carboxylate COC1=CC=C(C=C1)C1=NC2=CC=CC=C2C(=C1)NCCCN(C)CC1CCN(CC1)C(=O)OC(C)(C)C